C(=C)(C)C1=C(C=CC=C1C)O 2-isopropenyl-3-methyl-phenol